N-benzoyl-3-amino-9,13b-dihydro-1H-dibenzo[c,f]imidazo[1,5-a]azepine C(C1=CC=CC=C1)(=O)N1C(N2C(C3=C(CC4=C2C=CC=C4)C=CC=C3)C1)N